2-(((1R)-1-(2-cyano-7-methyl-3-(3-(1-methyl-1H-pyrazol-4-yl)-8-azabicyclo[3.2.1]octan-8-yl)quinoxalin-5-yl)ethyl)amino)benzoic acid C(#N)C1=NC2=CC(=CC(=C2N=C1N1C2CC(CC1CC2)C=2C=NN(C2)C)[C@@H](C)NC2=C(C(=O)O)C=CC=C2)C